OC(CC(=O)O)(CCOP(=O)(OP(=O)(O)O)O)C 3-Hydroxy-5-[hydroxy(phosphonooxy)phosphoryl]oxy-3-methylpentanoic acid